4-(3-(4-fluoro-2,6-dimethylphenoxy)-5-methylphenyl)-3,5-dimethylisoxazole FC1=CC(=C(OC=2C=C(C=C(C2)C)C=2C(=NOC2C)C)C(=C1)C)C